5,6-dichloro-1H-benzotriazole ClC1=CC2=C(NN=N2)C=C1Cl